5-((tert-butoxycarbonyl)amino)-2-(2,7-dimethyl-2H-indazol-5-yl)thiazole-4-carboxylic acid C(C)(C)(C)OC(=O)NC1=C(N=C(S1)C1=CC2=CN(N=C2C(=C1)C)C)C(=O)O